C(C1=CC=CC=C1)OC1=CC=2N(C=C1C(=O)OC)C=C(N2)C21COC(CC2)(C1)C methyl 7-(benzyloxy)-2-(1-methyl-2-oxabicyclo[2.2.1]heptan-4-yl)imidazo[1,2-a]pyridine-6-carboxylate